C(C)(C)(C)OC(=O)[C@@]1(N(C[C@H](C1)N)C(=O)OCC1C2=CC=CC=C2C=2C=CC=CC12)C(=O)O (2S,4S)-(tert-butoxycarbonyl)-4-amino-1-((9H-fluoren-9-ylmethoxy)carbonyl)-pyrrolidine-2-carboxylic acid